2-(4-((2-methoxyethyl)sulfonyl)piperidine-1-carbonyl)anthracene COCCS(=O)(=O)C1CCN(CC1)C(=O)C1=CC2=CC3=CC=CC=C3C=C2C=C1